NC1=C(C=C(C=C1)C1=NC=CC=C1)NC(C1=CC=C(C=C1)S(=O)(=O)C)=O N-[2-amino-5-(2-pyridinyl)phenyl]-4-(methylsulfonyl)benzamide